6-(((5-(trifluoromethyl)pyridin-2-yl)methyl)amino)-4-oxa-6-azaspiro[2.5]octan-5-one FC(C=1C=CC(=NC1)CNN1C(OC2(CC2)CC1)=O)(F)F